glycidoxymethyl-methyl-dimethoxysilane C(C1CO1)OC[Si](OC)(OC)C